2-((1S,3r)-3-(2-(1-((S)-2-(1,3,4-oxadiazol-2-yl)-5-oxa-2-azaspiro[3.4]oct-7-yl)piperidin-4-yl)-4-fluorophenoxy)cyclobutyl)propan-2-ol O1C(=NN=C1)N1CC2(C1)OC[C@H](C2)N2CCC(CC2)C2=C(OC1CC(C1)C(C)(C)O)C=CC(=C2)F